7-[(2R)-1,4-dioxan-2-ylmethyl]-2-(3-fluoropyridin-4-yl)-1H,5H,6H,7H-pyrrolo[3,2-c]Pyridin-4-one O1[C@@H](COCC1)CC1C2=C(C(NC1)=O)C=C(N2)C2=C(C=NC=C2)F